ClC=1C=C(CC=2NC=C(N2)C2=C(C=C(C=C2)Cl)Cl)C=CC1 2-(3-Chlorobenzyl)-4-(2,4-dichlorophenyl)imidazole